tert-butyl 1,6-diazaspiro[3.3]heptane-6-carboxylate N1CCC12CN(C2)C(=O)OC(C)(C)C